tert-butyl-(2R,5S)-4-(7-chloro-6-fluoro-1-(2-isopropyl-4-(Methylthio)pyridin-3-yl)-2-carbonyl-1,2-dihydropyrido[2,3-d]pyrimidin-4-yl)-2,5-dimethylpiperazine C(C)(C)(C)N1[C@@H](CN([C@H](C1)C)C=1C2=C(N(C(N1)=C=O)C=1C(=NC=CC1SC)C(C)C)N=C(C(=C2)F)Cl)C